(2-fluoro-5-hydroxyphenyl)(6-{5-(trifluoromethyl)-3-[o-(trifluoromethyl)phenyl]-1-pyrazolyl}-2-aza-2-spiro[3.3]heptyl)methanone benzyl-(S)-pyrrolidine-3-carboxylate C(C1=CC=CC=C1)OC(=O)[C@@H]1CNCC1.FC1=C(C=C(C=C1)O)C(=O)N1CC2(C1)CC(C2)N2N=C(C=C2C(F)(F)F)C2=C(C=CC=C2)C(F)(F)F